2-(thiophen-3-yl)pyrrolidine S1C=C(C=C1)C1NCCC1